C(\C=C\CCC)OC(CCCCC#N)OC\C=C\CCC 6,6-bis(((E)-hex-2-en-1-yl)oxy)hexanenitrile